1-(3-acetylphenyl)-3-(4-oxo-3-(pyridin-3-yl)-3,4-dihydroquinazolin-6-yl)urea C(C)(=O)C=1C=C(C=CC1)NC(=O)NC=1C=C2C(N(C=NC2=CC1)C=1C=NC=CC1)=O